C(C)C(COCCCCOCCCCO)CCCCC 4-(4-((2-ethylheptyl)oxy)butoxy)butan-1-ol